C(C1=CC=CC=C1)C(CN)N benzyl-ethane-1,2-diamine